C(C)C1=C(C=C(C(=C1)[N+](=O)[O-])OC)N1C[C@@H]2CN(C[C@@H]2C1)C (3aR,6aS)-2-(2-ethyl-5-methoxy-4-nitrophenyl)-5-methyloctahydropyrrolo[3,4-c]pyrrole